2-(8-ethyl-2-methylimidazo[1,2-a]pyridin-6-yl)-7-[(8aS)-hexahydropyrrolo[1,2-a]pyrazin-2(1H)-yl]-4H-pyrido[1,2-a]pyrimidin-4-one C(C)C=1C=2N(C=C(C1)C=1N=C3N(C(C1)=O)C=C(C=C3)N3C[C@H]1N(CC3)CCC1)C=C(N2)C